ClC=1C=C(OC2=C(C=C(C=O)C=C2)OCCCC(F)(F)F)C=CC1OC(F)(F)F 4-[3-Chloro-4-(trifluoromethoxy)phenoxy]-3-(4,4,4-trifluorobutoxy)benzaldehyde